(1,2)naphthoquinone C1(C(C=CC2=CC=CC=C12)=O)=O